trans-muconate C(\C=C\C=C\C(=O)[O-])(=O)[O-]